NCCCOCCCCCCOCCCN 1,14-Diamino-4,11-dioxatetradecan